6-amino-2-(3,5-dichloro-4-((2-(4-fluorophenyl)-4-methylquinolin-6-yl)oxy)phenyl)-1,2,4-triazine-3,5(2h,4h)-dione NC=1C(NC(N(N1)C1=CC(=C(C(=C1)Cl)OC=1C=C2C(=CC(=NC2=CC1)C1=CC=C(C=C1)F)C)Cl)=O)=O